[NH4+].NC1=C(C(=C(C(=N1)C(=O)[O-])Cl)Cl)Cl 6-amino-3,4,5-trichloropicolinic acid ammonium salt